1-(4-borabenzyl)-1H-indazole-5-carboxylic acid C(C1=CC=BC=C1)N1N=CC2=CC(=CC=C12)C(=O)O